F[C@@H]1C[C@@H]2N(C3=C(OC2)C=CC=N3)C1 (6aS,8R)-8-fluoro-6a,7,8,9-tetrahydro-6H-pyrido[3,2-B]pyrrolo[1,2-d][1,4]oxazine